(6-((5-(trifluoromethyl)pyridin-2-yl)oxy)-2-azabicyclo[2.2.1]hept-2-yl)methanone FC(C=1C=CC(=NC1)OC1CC2CN(C1C2)C=O)(F)F